3-chloro-5-((1-((5-(1-methyl-1H-pyrazol-4-yl)-6-oxo-1,6-dihydropyridazin-3-yl)methyl)-6-oxo-4-(trifluoromethyl)-1,6-dihydropyrimidin-5-yl)oxy)benzonitrile ClC=1C=C(C#N)C=C(C1)OC1=C(N=CN(C1=O)CC1=NNC(C(=C1)C=1C=NN(C1)C)=O)C(F)(F)F